ClC1=C(C(=O)NCC(=O)N[C@@H](CC(C)C)B2OC(C[C@@](O2)(C(=O)O)CC(=O)NC)=O)C=C(C=C1)Cl (R)-2-((R)-1-(2-(2,5-dichlorobenzamido)acetamido)-3-methylbutyl)-4-(2-(methylamino)-2-oxoethyl)-6-oxo-1,3,2-dioxaborinane-4-carboxylic acid